(S)-(4-(5-chlorooxazolo[4,5-b]pyridin-2-yl)piperazin-1-yl)(6-(2,3-difluoropropoxy)-5-methylpyridin-3-yl)methanone ClC1=CC=C2C(=N1)N=C(O2)N2CCN(CC2)C(=O)C=2C=NC(=C(C2)C)OC[C@@H](CF)F